2,6-Dimethyl-gamma-pyrone CC1=CC(=O)C=C(O1)C